3-(5-((7-((1-((3r,5r,7r)-adamantan-1-yl)ethyl)amino)heptyl)oxy)-4-oxo-2-(trifluoromethyl)quinazolin-3(4H)-yl)piperidine-2,6-dione C12(CC3CC(CC(C1)C3)C2)C(C)NCCCCCCCOC2=C3C(N(C(=NC3=CC=C2)C(F)(F)F)C2C(NC(CC2)=O)=O)=O